Br\C(=C(/C)\F)\F (E)-1-bromo-1,2-difluoropropene